1-benzyl-6-(3,5-dimethylisoxazol-4-yl)-N-(pyridin-2-ylmethyl)-1H-imidazo[4,5-b]pyridin-2-amine C(C1=CC=CC=C1)N1C(=NC2=NC=C(C=C21)C=2C(=NOC2C)C)NCC2=NC=CC=C2